Methyl 1-(2,6-Dimethoxy-4-(2-Methyl-1-Oxo-1,2-Dihydro-2,7-Naphthyridin-4-Yl)Benzyl)-3-Methylazetidine-3-Carboxylate COC1=C(CN2CC(C2)(C(=O)OC)C)C(=CC(=C1)C1=CN(C(C2=CN=CC=C12)=O)C)OC